O1C(=NC2=C1C=CC=C2)C2=C1C=C(N=CC1=C(N=C2)NC([2H])([2H])[2H])NC(C([2H])([2H])[2H])=O N-(5-(benzo[d]oxazol-2-yl)-8-((methyl-d3)amino)-2,7-naphthyridin-3-yl)acetamide-2,2,2-d3